6-((amino(methylamino)methylene)amino)-N-(1H-pyrrolo[2,3-b]pyridin-1-yl)-N-[(5-(trifluoromethyl)pyridin-2-yl)methyl]nicotinamide NC(NC)=NC1=NC=C(C(=O)N(CC2=NC=C(C=C2)C(F)(F)F)N2C=CC=3C2=NC=CC3)C=C1